methyl 2-{1-[(tert-butoxy) carbonyl] acridin-3-yl}-1,3-oxazole-5-carboxylate C(C)(C)(C)OC(=O)C1=CC(=CC2=NC3=CC=CC=C3C=C12)C=1OC(=CN1)C(=O)OC